rac-3-(3-chloro-2-fluoro-6-((2-(trimethylsilyl)ethoxy)methoxy)phenyl)-4-nitrobutyric acid ethyl ester C(C)OC(C[C@@H](C[N+](=O)[O-])C1=C(C(=CC=C1OCOCC[Si](C)(C)C)Cl)F)=O |r|